N[C@@]1(CN(CC1)C1=C(C=NC(=C1C1=CC(=CC(=C1)F)Cl)C#N)C(=O)N[C@@H](C)C1=NC=CC=C1)C 4-[(3S)-3-amino-3-methylpyrrolidin-1-yl]-5-(3-chloro-5-fluorophenyl)-6-cyano-N-[(1S)-1-(pyridin-2-yl)ethyl]pyridine-3-carboxamide